CN(CCN(CCC(=O)OCC(CCCCCCCCCC)CCCCCCCC)CCC(=O)OCC(CCCCCCCCCC)CCCCCCCC)C bis(2-octyldodecyl) 3,3'-((2-(dimethylamino)ethyl)azanediyl)dipropionate